[1-(2,6-dioxo-3-piperidinyl)-4-fluoro-3-methyl-2-oxo-benzoimidazol-5-yl]-5,5-difluoro-2,7-diazaspiro[3.5]nonane-7-carboxylic acid tert-butyl ester C(C)(C)(C)OC(=O)N1CC(C2(CNC2C2=C(C3=C(N(C(N3C)=O)C3C(NC(CC3)=O)=O)C=C2)F)CC1)(F)F